O=C1NC(CCC1N1C(C2=CC=CC(=C2C1=O)N1CCC(CC1)=O)=O)=O 2-(2,6-dioxo-3-piperidyl)-4-(4-oxo-1-piperidyl)isoindoline-1,3-dione